CC1=NN=C(O1)NC(=O)C1=NC=NC(=C1)C1=CC(=CC=C1)Cl 6-(3-chloro-phenyl)-pyrimidine-4-carboxylic acid (5-methyl-[1,3,4]oxadiazol-2-yl)-amide